FC=1C=C(C2=C(C=C(O2)CNC(=O)C=2C=NN3C2N=CC=C3)C1)C(=O)OC(CF)CF 1,3-Difluoropropan-2-yl 5-fluoro-2-((pyrazolo[1,5-a]pyrimidine-3-carboxamido)methyl)benzofuran-7-carboxylate